F[C@@H]1[C@H](CNC1)NC1=NC(=CC=C1)C1=CN=C2N1N=C(C=C2)OC N-((3S,4S)-4-fluoropyrrolidin-3-yl)-6-(6-methoxyimidazo[1,2-b]pyridazin-3-yl)pyridin-2-amine